C(C)(C)(C)OC(N[C@@H](C(=O)N1CCC[C@@H]2CCCC[C@H]12)CN(C)CC1=CC=CC=C1)=O.C(C1=CC=CC=C1)N(C)C(CC)=O [benzyl(methyl)amino]propan-1-one tert-Butyl-N-[(1R)-2-[(4aS,8aS)-3,4,4a,5,6,7,8,8a-octahydro-2H-quinolin-1-yl]-1-[[benzyl(methyl)amino]methyl]-2-oxo-ethyl]carbamate